[Zn].OC1=C(C=CC=C1)C=1SC2=C(N1)C=CC=C2.OC2=C(C=CC=C2)C=2SC1=C(N2)C=CC=C1 bis(2-(2-hydroxyphenyl)benzo-thiazole) zinc